bis{4-(3,4-dicarboxyphenoxy)phenyl}fluorene C(=O)(O)C=1C=C(OC2=CC=C(C=C2)C2=C(C=3CC4=CC=CC=C4C3C=C2)C2=CC=C(C=C2)OC2=CC(=C(C=C2)C(=O)O)C(=O)O)C=CC1C(=O)O